ClC1=CC=CC=2C(=COC21)C[C@H](NC(=O)[C@H]2[C@@H]1CC[C@H](C2)O1)B(O)O [(1R)-2-(7-chloro-1-benzofuran-3-yl)-1-{[(1S,2R,4R)-7-oxabicyclo[2.2.1]heptan-2-yl]formamido}ethyl]boronic acid